C(C)(C)OC(=O)C=1OC(=CC1)C=1C=NC=CC1 5-(pyridin-3-yl)furan-2-carboxylic acid isopropyl ester